CC1=NN(C2=CC=CC(=C12)C=1C=NN(C1)[C@H]1CNCC1)C1C(NC(CC1)=O)=O 3-(3-methyl-4-(1-((R)-pyrrolidin-3-yl)-1H-pyrazol-4-yl)-1H-indazol-1-yl)piperidine-2,6-dione